O1C(NC[C@@]12CNCCC2)=O (R)-1-oxa-3,7-diazaspiro[4.5]decan-2-one